C(C=C)(=O)NC1=CC=C(C=C1)C1=C(C=2C(=NC=C(C2N1C)C#N)N)C1=CC(=C(C(=O)NCC(C)C)C=C1)OC 4-(2-(4-acrylamidophenyl)-4-amino-7-cyano-1-methyl-1H-pyrrolo[3,2-c]pyridin-3-yl)-N-isobutyl-2-methoxybenzamide